2,8-difluoro-5-(trifluoromethyl)-5H-dibenzo[b,d]thiophene FC1=CC2=C(S(C3=C2C=C(C=C3)F)C(F)(F)F)C=C1